bis(2-ethylhexyl) cyclohexane-1,2-dicarboxylate C1(C(CCCC1)C(=O)OCC(CCCC)CC)C(=O)OCC(CCCC)CC